(2S,4R)-4-(2-((4'-(hydroxymethyl)-2-methyl-[1,1'-biphenyl]-4-yl)amino)-2-oxoethyl)-1-(2-methylbenzofuro[3,2-d]pyrimidin-4-yl)pyrrolidine-2-carboxylic acid OCC1=CC=C(C=C1)C1=C(C=C(C=C1)NC(C[C@H]1C[C@H](N(C1)C=1C2=C(N=C(N1)C)C1=C(O2)C=CC=C1)C(=O)O)=O)C